5-Ethylsulfonyl-6-trifluoromethoxy-1H-benzoimidazol C(C)S(=O)(=O)C1=CC2=C(NC=N2)C=C1OC(F)(F)F